2-((5-(2-(1-amino-4-methylpentan-3-yl)-2,6-diazaspiro[3.4]octan-6-yl)-1,2,4-triazin-6-yl)oxy)-N-ethyl-5-fluoro-N-isopropylbenzamide fumarate C(\C=C\C(=O)O)(=O)O.NCCC(C(C)C)N1CC2(C1)CN(CC2)C=2N=CN=NC2OC2=C(C(=O)N(C(C)C)CC)C=C(C=C2)F